CN(C(=O)C(C(C(F)(F)F)(F)F)(F)F)[Si](C)(C)C N-Methyl-N-trimethylsilylheptafluorobutyramide